C(C)N1CCC(CC1)N1N=CC(=C1)NC=1N=C(C2=C(N1)SC=C2C)NC2=CC=CC(=N2)C(C)(C)O 2-(6-((2-((1-(1-ethylpiperidin-4-yl)-1H-pyrazol-4-yl)amino)-5-methylthieno[2,3-d]pyrimidin-4-yl)amino)pyridin-2-yl)propan-2-ol